N1(CCC1)C(=O)C1=C(C=NC2=CC=C(N=C12)OC)Cl azetidin-1-yl-(3-chloro-6-methoxy-1,5-naphthyridin-4-yl)methanone